COC(=O)[C@@H]1CN(C[C@@H]1C(=O)OC)CC1=CC=CC=C1 cis-1-benzyl-pyrrolidine-3,4-dicarboxylic acid 3,4-dimethyl ester